CC(CCC=1N=C(N(C1)COCC[Si](C)(C)C)C1COC2=CC=C(C=C2C1)O)(C)C 3-[4-(3,3-dimethylbutyl)-1-(2-trimethylsilylethoxymethyl)imidazol-2-yl]chroman-6-ol